C(C)S(=O)(=O)NC1=C(C=C(C=C1)C1=NNC(=C1C(=O)N)NC1=NOC(=C1)C)O[C@@H](C)C1=CC=C(C=C1)F (S)-3-(4-(ethylsulfonamido)-3-(1-(4-fluorophenyl)ethoxy)phenyl)-5-((5-methylisoxazol-3-yl)amino)-1H-pyrazole-4-carboxamide